ClC1=C(C2=C(C=N1)C(=NN2C)O)[N+](=O)[O-] 6-CHLORO-1-METHYL-7-NITROPYRAZOLO[4,3-C]PYRIDIN-3-OL